(1h)-pyridinone N1C(C=CC=C1)=O